N-(4-cyanophenyl)-N-methyl-2-(6-phenylimidazo[1,5-a]pyridin-5-yl)acetamide C(#N)C1=CC=C(C=C1)N(C(CC1=C(C=CC=2N1C=NC2)C2=CC=CC=C2)=O)C